C1(CC1)C1=NC=CC(=C1C=1N=CC2=C(N1)C(=CN2)CC2=CC=C(C=C2)C=2N(C=C(N2)C(F)(F)F)C)O 2-cyclopropyl-3-[7-[[4-[1-methyl-4-(trifluoromethyl)imidazol-2-yl]phenyl]methyl]-5H-pyrrolo[3,2-d]pyrimidin-2-yl]pyridin-4-ol